N-((1R,2S,5R)-2-((S)-3-Amino-2-oxopyrrolidin-1-yl)-5-(isopropyl(methyl)amino)cyclohexyl)acetamide N[C@@H]1C(N(CC1)[C@@H]1[C@@H](C[C@@H](CC1)N(C)C(C)C)NC(C)=O)=O